FC1(OC2=C(O1)C=CC(=C2)OC2=NC=CC(=C2)N2C(NC1(C2=O)CCCC1)=O)F 3-[2-[(2,2-difluoro-1,3-benzodioxol-5-yl)oxy]-4-pyridyl]-1,3-diazaspiro[4.4]nonane-2,4-dione